(4-fluorophenyl)-1,2-diphenyl-1,2,4-triazolidine FC1=CC=C(C=C1)C1N(N(CN1)C1=CC=CC=C1)C1=CC=CC=C1